FC=1C=C2C(=NN(C2=CC1F)C1OCCCC1)C1=CC=C2C(=N1)C(N(C2=O)CC2=CC=C(C=C2)OC)(C)C 2-[5,6-difluoro-1-(oxan-2-yl)indazol-3-yl]-6-[(4-methoxyphenyl)methyl]-7,7-dimethylpyrrolo[3,4-b]pyridin-5-one